ClC1=NC(=CC=C1SC)Cl 2,6-dichloro-3-(methylsulfanyl)pyridine